piperazine hydroiodide hydrochloride Cl.I.N1CCNCC1